CN1C=[N+](C=C1)CCOCCC 1-methyl-3-(2-propoxyethyl)imidazolium